ethyl 2-bromo-2-(4-(cyclopropylmethyl)-2-methoxyphenyl)acetate BrC(C(=O)OCC)C1=C(C=C(C=C1)CC1CC1)OC